N1,N2-di(4-tert-butylbenzyl)propane-1,2-diamine C(C)(C)(C)C1=CC=C(CNCC(C)NCC2=CC=C(C=C2)C(C)(C)C)C=C1